1,2,4-triazole-1-yl-methyl-phosphonic acid N1(N=CN=C1)CP(O)(O)=O